ClC1=CC(=NC=C1)C(CCC[C@H](C(=O)O)C)(OC)OC (R)-6-(4-chloropyridin-2-yl)-6,6-dimethoxy-2-methylhexanoic acid